C(CCC\C=C/CC)OC(CCC(=O)OCCCCCCN(CCCCCCCC(=O)OCCCCCCC#C)CCO)OCCCC\C=C/CC oct-7-yn-1-yl 8-((6-((4,4-bis(((Z)-oct-5-en-1-yl)oxy)butanoyl)oxy)hexyl)(2-hydroxyethyl)amino)octanoate